C1(=CC=CC=C1)C1=NC(=NC(=N1)C1=CC=2C3(C4=CC=CC=C4OC2C=C1)C1=CC=CC=C1C=1C=CC=CC13)C=1C=C(C=CC1)C1=CC=C(C=C1)C#N 3'-(4-phenyl-6-(spiro[fluorene-9,9'-xanthene]-2'-yl)-1,3,5-triazin-2-yl)-[1,1'-biphenyl]-4-carbonitrile